COCCOCC=1C=NC(=NC1)N1CCCCC1 1-(5-((2-methoxyethoxy)methyl)pyrimidin-2-yl)piperidin